ClC1=NC=CC=C1C1=CC=C(C=C1)S(=O)(=O)N 4-(2-chloropyridin-3-yl)benzenesulfonamide